O[C@@]1(CC[C@@H]2[C@H]3CC[C@@]4([C@H](CC[C@H]4[C@@H]3CC[C@H]2C1)C(CN1N=C(N=N1)C([2H])([2H])[2H])=O)C)COC 1-((3R,5S,8R,9R,10S-13S,14S-17S)-3-hydroxy-3-(methoxymethyl)-13-methylhexadecahydro-1H-cyclopenta[a]phenanthren-17-yl)-2-(5-(methyl-d3)-2H-tetrazol-2-yl)ethan-1-one